tert-butyl (1S)-5-bromo-1-methyl-3,4-dihydroisoquinoline-2(1H)-carboxylate BrC1=C2CCN([C@H](C2=CC=C1)C)C(=O)OC(C)(C)C